BrCCCOC1=C(C(=C(OCC23CC4CC(CC(C2)C4)C3)C=C1)F)F 1-[[4-(3-bromopropyloxy)-2,3-difluoro-phenoxy]methyl]-adamantane